tertbutyl 2-[1-[4-(2,6-dioxo-3-piperidyl)-2,3-dihydro-1,4-benzoxazin-8-yl]-4-piperidyl]acetate O=C1NC(CCC1N1CCOC2=C1C=CC=C2N2CCC(CC2)CC(=O)OC(C)(C)C)=O